benzyl 17-(5-(2-(3-(2-(2,6-dioxopiperidin-3-yl)-1-oxoisoindolin-5-yl)ureido)propan-2-yl)-2-(pyridin-3-yl)phenoxy)-3,6,9,12,15-pentaoxaheptadecanoate O=C1NC(CCC1N1C(C2=CC=C(C=C2C1)NC(NC(C)(C)C=1C=CC(=C(OCCOCCOCCOCCOCCOCC(=O)OCC2=CC=CC=C2)C1)C=1C=NC=CC1)=O)=O)=O